C(CC)C1C(OC(C1)=O)=O propyl-3,4-dihydrofuran-2,5-dione